C(#N)C1(CCOCC1)COC1=C2C(=NC(=C1)C1=CN(C3=CN=C(C=C31)NC(C)=O)C)C3(OCC2)COCC3 N-(3-(4'-((4-cyanotetrahydro-2H-pyran-4-yl)methoxy)-4,5,5',6'-tetrahydro-2H-spiro[furan-3,8'-pyrano[3,4-b]pyridin]-2'-yl)-1-methyl-1H-pyrrolo[2,3-c]pyridin-5-yl)acetamide